2-ethylhexyldisulfide C(C)C(CSSCC(CCCC)CC)CCCC